CC=1C=CC2=C(OC3=C2C=CC=C3)C1 3-methyldibenzofuran